7-fluoro-3-iodo-1-methyl-5-nitro-1H-indole FC=1C=C(C=C2C(=CN(C12)C)I)[N+](=O)[O-]